BrC1=CC2=CN(N=C2C=C1OCC(C)(O)C)C1CCC(CC1)CO 1-[5-bromo-2-[4-(hydroxymethyl)cyclohexyl]indazol-6-yl]oxy-2-methyl-propan-2-ol